C(C)(C)(C)OC(=O)[C@H](CCC(NCCOCCOCC(=O)ON1C(CCC1=O)=O)=O)NC(=O)CCCCCCCCCCCCCCCCC 17-((S)-1-tert-butoxycarbonyl-3-{2-[2-(2,5-dioxopyrrolidin-1-yloxycarbonylmethoxy)ethoxy]ethylcarbamyl}propylcarbamyl)heptadecane